2-(2-methoxyphenoxy)-1-(4-(5-(trifluoromethyl)-1,2,4-oxadiazol-3-yl)phenyl)ethan-1-one COC1=C(OCC(=O)C2=CC=C(C=C2)C2=NOC(=N2)C(F)(F)F)C=CC=C1